6-(2-(2-(2-isopropylphenyl)pyrrolidin-1-yl)-7-azaspiro[3.5]nonane-7-yl)nicotinamide C(C)(C)C1=C(C=CC=C1)C1N(CCC1)C1CC2(C1)CCN(CC2)C2=NC=C(C(=O)N)C=C2